NC1=CC=C(C(=N1)C)CN1[C@H]2N(C(C(=C1)NCC1=CC(=CC(=C1)C)C#N)=O)CCC2 (S)-N-((6-AMINO-2-METHYLPYRIDIN-3-YL)METHYL)-3-((3-CYANO-5-METHYLBENZYL)AMINO)-4-OXO-4,6,7,8-TETRAHYDROPYRROLO[1,2-A]PYRIMIDINE